CN(S(=O)C(C)(C)C)[C@@H](C)C=1C=NC(=CC1)C N,2-dimethyl-N-((S)-1-(6-methylpyridin-3-yl)ethyl)propane-2-sulfinamide